CN(C[C@H](C)OC=1C=CC(=C(C(=O)N[C@H](C)C2=CC(=CC(=C2)C=2C=NN(C2)C)C2=NN(C=C2)CC)C1)C)C 5-(((S)-1-(dimethylamino)propan-2-yl)oxy)-N-((R)-1-(3-(1-ethyl-1H-pyrazol-3-yl)-5-(1-methyl-1H-pyrazol-4-yl)phenyl)ethyl)-2-methylbenzamide